alpha-bromo-p-nitroacetophenone dimethyl-sulfonium salt C[SH+]C.BrCC(=O)C1=CC=C(C=C1)[N+](=O)[O-]